Cl.NCCCCN(C1=C2CN(C(C2=CC=C1)=O)N1C(CCCC1=O)=O)C1CCC(CC1)C (4-((4-aminobutyl)((1S,4S)-4-methylcyclohexyl)amino)-1-oxoisoindolin-2-yl)piperidine-2,6-dione hydrochloride